ClC=1C(=NC(=NC1)NC=1C=C2C(=NC1)NN=C2C=2C(=NC=CC2)F)NC2=C(C=CC=C2)P(C)(C)=O (2-((5-Chloro-2-((3-(2-fluoropyridin-3-yl)-1H-pyrazolo[3,4-b]pyridin-5-yl)amino)pyrimidin-4-yl)amino)phenyl)dimethylphosphine oxide